C(CCCCCCC)CCCSCCCCCCCCCCC 3-Octylpropylthioether